OC(C)C1C(C1)O 2-(1-hydroxyethyl)cyclopropan-1-ol